N-(4-fluoro-5-methyl-2-nitrophenyl)-N-methylmethanesulfonamide FC1=CC(=C(C=C1C)N(S(=O)(=O)C)C)[N+](=O)[O-]